C(C1=CC=CC=C1)(=O)ON=C(C(=O)C=1C=CC=2N(C3=CC=C(C=C3C2C1)C(C(CCCC)=NOC(C1=CC=CC=C1)=O)=O)CC)CC1CCCCC1 3-cyclohexyl-1-(6-(2-(benzoyloxyimino)hexanoyl)-9-ethyl-9H-carbazol-3-yl)propane-1,2-dione-2-(benzoyloxime)